7-isobutyramido-N-(naphthalen-2-yl)heptanamide C(C(C)C)(=O)NCCCCCCC(=O)NC1=CC2=CC=CC=C2C=C1